5-(1-benzyl-1H-pyrazol-4-yl)-1-methyl-4-(3,3,3-trifluoropropoxy)pyridin-2(1H)-one C(C1=CC=CC=C1)N1N=CC(=C1)C=1C(=CC(N(C1)C)=O)OCCC(F)(F)F